COC1=C2C(NC(=NC2=CC(=C1)OC)C1=CC=C(C=C1)N1CCC(CC1)CN1CC2N(C(C1)C2)C=2C=C1C(N(C(C1=CC2F)=O)C2C(NC(CC2)=O)=O)=O)=O 5-(3-((1-(4-(5,7-dimethoxy-4-oxo-3,4-dihydroquinazolin-2-yl)phenyl)piperidin-4-yl)methyl)-3,6-diazabicyclo[3.1.1]heptan-6-yl)-2-(2,6-dioxopiperidin-3-yl)-6-fluoroisoindoline-1,3-dione